4'-Acetamidoadenosine C(C)(=O)N[C@]1([C@H]([C@H]([C@@H](O1)N1C=NC=2C(N)=NC=NC12)O)O)CO